N1(N=CC=C1)C[C@H]1N(C[C@@H](C1)NC(=O)N1CC(CC1)C1=CC(=CC=C1)OC(F)(F)F)C(=O)OC(C)(C)C tert-butyl (2S,4R)-2-((1H-pyrazol-1-yl)methyl)-4-(3-(3-(trifluoromethoxy)-phenyl)pyrrolidine-1-carboxamido)pyrrolidine-1-carboxylate